CS(=O)(=O)C1=C(C=CC=C1)NC1=CC(=NC=N1)N N6-(2-(methylsulfonyl)phenyl)pyrimidine-4,6-diamine